C(#N)C1=NC=CC=C1 2-cyanopyridin